1-(5-(2,2-difluorobenzo[d][1,3]dioxol-4-yl)-1H-indol-3-yl)-3-(4-(trifluoromethyl)phenyl)urea FC1(OC2=C(O1)C=CC=C2C=2C=C1C(=CNC1=CC2)NC(=O)NC2=CC=C(C=C2)C(F)(F)F)F